(4-[4-hydroxy-phenyl-isopropyl]-phenoxy)-methane OC1=CC=C(C=C1)C(C)(C)C1=CC=C(OC)C=C1